C(CNC(CCCCCCC\C=C/CCCCCCCC)=O)NC(CCCCCCC\C=C/CCCCCCCC)=O N,N'-ethylene-bis-oleic acid amide